N-(6-(dimethylamino)hexyl)-4-[131I]iodobenzamide CN(CCCCCCNC(C1=CC=C(C=C1)[131I])=O)C